[N+](=O)([O-])[O-].[Ag+] silver nitrate